COC1=CC(=C(C=C1NC1=NC=NC(=C1)N1OCC[C@@H]1C1=CC(=CC=C1)OC1=CC=CC=C1)NC(C=C)=O)N1CCN(CCC1)C (R)-N-(4-methoxy-2-(4-methyl-1,4-diazepan-1-yl)-5-((6-(3-(3-phenoxy-phenyl)isoxazolidin-2-yl)pyrimidin-4-yl)amino)-phenyl)acrylamide